C(#N)C1=C(C=CC(=N1)C(=O)O)C 6-cyano-5-methylpicolinic acid